O[N-]C(CCCCCCC=O)=O N-hydroxy-8-oxooctanoyl-amide